tert-butyl (2-(4-((2-((1-(benzyloxy)hexan-3-yl)oxy)-4-(bis(4-methoxybenzyl)amino)imidazo[2,1-f][1,2,4]triazin-7-yl)(hydroxy)methyl)-2-fluorophenoxy)ethyl)(methyl)carbamate C(C1=CC=CC=C1)OCCC(CCC)OC1=NN2C(C(=N1)N(CC1=CC=C(C=C1)OC)CC1=CC=C(C=C1)OC)=NC=C2C(C2=CC(=C(OCCN(C(OC(C)(C)C)=O)C)C=C2)F)O